NC1=C(N=C(N1C1C(C1)C(F)(F)F)Br)C(=O)OCC ethyl 5-amino-2-bromo-1-[2-(trifluoromethyl) cyclopropyl]-1H-imidazole-4-carboxylate